C(C)(C)(C)OC(=O)N1CC(CC1)C1=CC=CC=2N(C(N(C21)C)=O)C2C(NC(CC2)=O)=O 3-[1-(2,6-dioxopiperidin-3-yl)-3-methyl-2-oxo-1,3-benzodiazol-4-yl]pyrrolidine-1-carboxylic acid tert-butyl ester